COC=1C=C2C(=C(/C(/C2=CC1)=C/C1=CC=C(C=C1)C(C)C)C)CC(=O)O (Z)-2-(5-methoxy-2-methyl-1-(4-isopropylbenzylidene)-1H-inden-3-yl)acetic acid